4-((7-(2-((5-bromo-3-methyl-2,6-dioxo-3,6-dihydropyrimidin-1(2H)-yl)methyl)thieno[3,2-b]pyridin-7-yl)-5-chloro-1H-indol-1-yl)methyl)piperidine-4-carbonitrile BrC1=CN(C(N(C1=O)CC1=CC2=NC=CC(=C2S1)C=1C=C(C=C2C=CN(C12)CC1(CCNCC1)C#N)Cl)=O)C